C(C1=CC=CC=C1)N1CCN(C2=CC=CC=C12)C1=NC=CC=C1 benzyl-4-(pyridin-2-yl)-1,2,3,4-tetrahydroquinoxaline